(2S,4R)-5,5-dihydroxy-9-({1-[(3-hydroxy-2-methyl-4-oxopyridin-1(4H)-yl)acetyl]azetidin-3-yl}oxy)-5-boranuidatricyclo[5.4.0.02,4]undeca-1(11),7,9-triene-8-carboxylic acid disodium salt [Na+].[Na+].O[B-]1([C@@H]2C[C@@H]2C2=CC=C(C(=C2C1)C(=O)O)OC1CN(C1)C(CN1C(=C(C(C=C1)=O)O)C)=O)O.O[B-]1([C@@H]2C[C@@H]2C2=CC=C(C(=C2C1)C(=O)O)OC1CN(C1)C(CN1C(=C(C(C=C1)=O)O)C)=O)O